ClC=1C(=C(OC2CCC(CC2)NC(=O)C=2N=NC(=CC2)N2CCC(CC2)CO)C=CC1C#N)C N-((1r,4r)-4-(3-chloro-4-cyano-2-methyl-phenoxy)cyclohexyl)-6-(4-(hydroxylmethyl)piperidin-1-yl)pyridazine-3-carboxamide